OC1(COC1)C#CC1=CN=C(C2=CC(=C(C=C12)C(=O)N)OC(C)C)OC[C@H]1NC(CC1)=O (S)-4-((3-hydroxyoxetan-3-yl)ethynyl)-7-isopropoxy-1-((5-oxopyrrolidin-2-yl)methoxy)isoquinoline-6-carboxamide